[C@H]12CN(C[C@H](CC1)N2)C2=NC(=NC1=CC(=CC=C21)C2=CNC1=CC=CC(=C21)Cl)OC[C@H]2N(CCC2)C 4-((1R,5S)-3,8-diazabicyclo[3.2.1]octan-3-yl)-7-(4-chloro-1H-indol-3-yl)-2-(((S)-1-methylpyrrolidin-2-yl)methoxy)quinazoline